bicyclo[1.1.1]pentane-1,3-dicarbonyl dichloride C12(CC(C1)(C2)C(=O)Cl)C(=O)Cl